7-(6-((1S,6R,7R)-7-(aminomethyl)-7-(2-fluorophenyl)-3-azabicyclo[4.1.0]heptan-3-yl)-1H-pyrazolo[3,4-b]pyrazin-3-yl)-3,4-dihydroquinazolin-2(1H)-one NC[C@@]1([C@@H]2CCN(C[C@H]12)C1=CN=C2C(=N1)NN=C2C2=CC=C1CNC(NC1=C2)=O)C2=C(C=CC=C2)F